7-methyl-2-(methylthio)pyrido[2,3-d]pyrimidine CC=1C=CC2=C(N=C(N=C2)SC)N1